C(\C=C/C(=O)O)(=O)O.CC1(CCCCC1)C(=O)O[C@H]1O[C@@]([C@@H]([C@@H]1O)O)(C#N)C1=CC=C2C(=NC=NN21)N ((2R,3S,4R,5R)-5-(4-aminopyrrolo[2,1-f][1,2,4]triazin-7-yl)-5-cyano-3,4-dihydroxytetrahydrofuran-2-yl) methylcyclohexylformate maleate